NC1=C(SC2=NC(=C(C=C21)F)C)C(=O)NC2CC=1C=CC(=NC1CC2)N2CC(C(C2)OC2CC2)N 3-amino-N-[2-(3-amino-4-cyclopropoxypyrrolidin-1-yl)-5,6,7,8-tetrahydroquinolin-6-yl]-5-fluoro-6-methylthieno[2,3-b]pyridine-2-carboxamide